ClC1=CC(=C(C=C1)C1(OC2=C(O1)C=CC=C2C2CCN(CC2)CC(=O)NC2=C(C=C(C(=O)OC)C=C2)NCCN(C)C)C)F methyl 4-[({4-[2-(4-chloro-2-fluorophenyl)-2-methyl-1,3-benzodioxol-4-yl]piperidin-1-yl}acetyl)amino]-3-[[2-(dimethylamino)ethyl]amino]benzoate